5-(trifluoromethoxy)furan-3-carboxylic acid FC(OC1=CC(=CO1)C(=O)O)(F)F